C(C)OC(=O)C=1NC2=CC=CC=C2C1 Ethyl-1H-indole-2-carboxylate